[B].[Si].[Al] Aluminum-silicon-boron